ω-nitro-L-arginine methyl ester COC([C@@H](N)CCCNC(N[N+](=O)[O-])=N)=O